(E)-N-(4-(1-(6-(4-(4-((2-(2,6-dioxopiperidin-3-yl)-1-oxoisoindolin-4-yl)amino)butanoyl)piperazin-1-yl)nicotinoyl)piperidin-4-yl)butyl)-3-(pyridin-3-yl)acrylamide O=C1NC(CCC1N1C(C2=CC=CC(=C2C1)NCCCC(=O)N1CCN(CC1)C1=NC=C(C(=O)N2CCC(CC2)CCCCNC(\C=C\C=2C=NC=CC2)=O)C=C1)=O)=O